BrC1=C(C=C(C=C1)OCCCCCCCCCCCC)C1=C(C(=CC(=C1)C(C)(C)C)C12CC3CC(CC(C1)C3)C2)OCOC 1-(2'-bromo-5-(tert-butyl)-5'-(dodecyloxy)-2-(methoxymethoxy)-[1,1'-biphenyl]-3-yl)adamantane